OC(CC1=CNC(O1)=O)CNC1=C(C=CC=C1)OC 5-[2-hydroxy-3-(2-methoxyphenylamino)propyl]-1,3-oxazol-2(3H)-one